COC1=CC=2C(=C3C(=NC2C=C1OCCCN1CCCC1)CCC3)NCCOCCC 7-methoxy-N-(2-propoxyethyl)-6-[3-(pyrrolidin-1-yl)propoxy]-1H,2H,3H-cyclopenta[b]quinolin-9-amine